FC(C1=CC=C2C(CNCC2=C1)O)(F)F 7-(trifluoromethyl)-1,2,3,4-tetrahydroisoquinolin-4-ol